5-bromo-3-cyclopropyl-2-(trifluoromethyl)pyridine BrC=1C=C(C(=NC1)C(F)(F)F)C1CC1